diethyl-(2-ethylhexyl)amine C(C)N(CC(CCCC)CC)CC